COCCN1C(N(CC12CCC(CC2)(C2=CC=CC=C2)NC)C=2C=NC(=NC2)C#N)=O 5-[1-(2-methoxy-ethyl)-8-methylamino-2-oxo-8-phenyl-1,3-diazaspiro[4.5]decan-3-yl]-pyrimidine-2-carbonitrile